OCCOC(C=1C(C(=O)O)=CC=CC1)=O.C(C=C)(=O)O acrylic acid monohydroxyethylphthalate